OC1=CC2=C(C(C(=CO2)C2=CC(=C(C=C2)O)C(C)C(C)C)=O)C=C1 7-hydroxy-3-[4-hydroxy-3-(3-methyl-2-butyl)phenyl]benzopyran-4-one